COC=1C=CC=C2CCC(C12)=O 7-methoxy-2,3-dihydro-1H-inden-1-one